N[C@H](CO)C1=CC=C(C=C1)C (S)-2-amino-2-(p-tolyl)ethanol